4-hydroxy-8-chlorocaprylate OC(CCC(=O)[O-])CCCCCl